methyl 4-bromo-1-methyl-1H-pyrazole-5-carboxylate BrC=1C=NN(C1C(=O)OC)C